[2-(2,6-dioxo-3-piperidinyl)-1,3-dioxo-isoindolin-5-yl]oxyacetaldehyde O=C1NC(CCC1N1C(C2=CC=C(C=C2C1=O)OCC=O)=O)=O